C(CC)(=O)OCC1=C(C(=CC=C1)C1=CC=C(C=C1)OC(F)(F)F)O (2R)-2-hydroxy-3-[4-(trifluoromethoxy) phenyl]Benzyl propionate